4-[2-cyclopropyl-6-(1-oxo-6-{[(3S)-oxolan-3-ylamino]methyl}-3H-isoindol-2-yl)pyridin-4-yl]-3-(4-methyl-1,2,4-triazol-3-yl)benzonitrile C1(CC1)C1=NC(=CC(=C1)C1=C(C=C(C#N)C=C1)C1=NN=CN1C)N1C(C2=CC(=CC=C2C1)CN[C@@H]1COCC1)=O